CSC=1N=CC2=C(N1)CCN(C2=O)C2COCC2 2-(methylthio)-6-(tetrahydrofuran-3-yl)-7,8-dihydropyrido[4,3-d]pyrimidin-5(6H)-one